FC=1C=C(C(=O)Cl)C=C(C1OC)F 3,5-difluoro-4-methoxybenzoyl chloride